[Ce].[Pr].[La] Lanthanum-praseodymium-cerium